FC(C=1C=C(\C=C/2\C(C=3C=CC(=CC3CC2)OCC2=CC=C(C(=O)O)C=C2)=O)C=C(C1)C(F)(F)F)(F)F (E)-4-(((6-(3,5-bis(trifluoromethyl)-benzylidene)-5-oxo-5,6,7,8-tetrahydronaphthalen-2-yl)oxy)methyl)benzoic acid